COC(C1=C(C=CC(=C1)Br)C)=O Methyl-5-bromo-2-methylbenzoat